1-((5S,5aS,6S,9R)-1-fluoro-5-methyl-12-(methylthio)-5a,6,7,8,9,10-hexahydro-5H-4-oxa-3,10a,11,13,14-pentaaza-6,9-methanonaphtho[1,8-ab]heptalen-2-yl)isoquinolin-3(2H)-one FC1=C2N=C(N=C3C2=C(O[C@H]([C@@H]2[C@@H]4CC[C@H](CN32)N4)C)N=C1C=1NC(C=C4C=CC=CC14)=O)SC